2-[4-(7-Bromoquinoxalin-5-yl)oxy-cyclohexyl]Isoindoline-1,3-dione BrC1=CC(=C2N=CC=NC2=C1)OC1CCC(CC1)N1C(C2=CC=CC=C2C1=O)=O